trans-4-(3-chloro-phenyl)-pyrrolidine-3-carboxylic acid ClC=1C=C(C=CC1)[C@H]1[C@@H](CNC1)C(=O)O